4-((3-fluoro-4-(hydroxymethyl)benzyl)amino)isoindoline-1,3-dione FC=1C=C(CNC2=C3C(NC(C3=CC=C2)=O)=O)C=CC1CO